N-(5-(4-methylpiperazin-1-yl)pyridin-2-yl)pyrimidine-2-amine CN1CCN(CC1)C=1C=CC(=NC1)NC1=NC=CC=N1